(3R)-1-(7-chloro-1,2,3,4-tetrahydronaphthalen-2-yl)-3-[(4-methanesulfonylphenoxy)methyl]piperidine ClC1=CC=C2CCC(CC2=C1)N1C[C@@H](CCC1)COC1=CC=C(C=C1)S(=O)(=O)C